IC1=CC=C(C=C1)CCCCCCCCCCCCCCCCCCOP(=O)([O-])OCC[N+](C)(C)C (p-iodophenyl)octadecylphosphocholine